C12(CC(C1)C2)C=2C(=C(C=C(C2N(C)CCN(C)C)[N+](=O)[O-])NC=2N=C(C1=C(N2)N(C=C1)COCC[Si](C)(C)C)N)OC M-(bicyclo[1.1.1]pentan-1-yl)-N2-(4-((2-(dimethylamino)ethyl)(methyl)amino)-2-methoxy-5-nitrophenyl)-7-((2-(trimethylsilyl)ethoxy)-methyl)-7H-pyrrolo[2,3-d]pyrimidine-2,4-diamine